ClC=1C=C(C=CC1)NN=C(C#N)C#N carbonylcyanide-3-chlorophenylhydrazone